tertbutyl {(1r,3r)-3-[2-(dimethylamino)ethoxy]cyclobutyl}carbamate CN(CCOC1CC(C1)NC(OC(C)(C)C)=O)C